3-amino-2-fluoro-N-(2-iodo-4-(perfluoropropan-2-yl)-6-(trifluoromethoxy)phenyl)benzamide NC=1C(=C(C(=O)NC2=C(C=C(C=C2OC(F)(F)F)C(C(F)(F)F)(C(F)(F)F)F)I)C=CC1)F